(E)-5-bromo-2-methoxy-3-(2-(6-(trifluoromethyl)tetrahydro-2H-pyran-3-yl)vinyl)pyridine BrC=1C=C(C(=NC1)OC)\C=C\C1COC(CC1)C(F)(F)F